2-(4-(3-isopropyl-2-(7-methyl-[1,2,4]triazolo[4,3-a]pyridin-6-yl)-1H-indol-5-yl)piperidin-1-yl)-N-methylacetamide C(C)(C)C1=C(NC2=CC=C(C=C12)C1CCN(CC1)CC(=O)NC)C=1C(=CC=2N(C1)C=NN2)C